(2S,4S,5R,6R)-6-((1R,2R)-3-amino-1,2-dihydroxypropyl)-2-(benzylthio)-4-hydroxy-5-(2-hydroxyacetamido)tetrahydro-2H-pyran-2-carboxylic acid NC[C@H]([C@@H](O)[C@H]1[C@@H]([C@H](C[C@@](O1)(C(=O)O)SCC1=CC=CC=C1)O)NC(CO)=O)O